((R)-((4S,6S)-4-fluoro-6-phenyl-5,6-dihydro-4H-pyrrolo[1,2-b]pyrazol-2-yl)sulfinyl)acetonitrile F[C@H]1C[C@H](N2N=C(C=C21)[S@](=O)CC#N)C2=CC=CC=C2